C1(CC1)OCC(=O)O[C@H]1[C@H](NC[C@@H]1O)CC1=CC=C(C=C1)OC (2R,3S,4S)-4-hydroxy-2-[(4-methoxyphenyl)methyl]pyrrolidin-3-yl 2-cyclopropoxyacetate